4-(N-(3,4-Dimethoxybenzyl)acetamido)-1-(tetrahydro-2H-pyran-2-yl)-1H-pyrazole-3-Carboxylic acid ethyl ester C(C)OC(=O)C1=NN(C=C1N(C(C)=O)CC1=CC(=C(C=C1)OC)OC)C1OCCCC1